4-(3-hydroxy-4-nitrophenyl)piperazine-1-carboxylic acid tert-butyl ester C(C)(C)(C)OC(=O)N1CCN(CC1)C1=CC(=C(C=C1)[N+](=O)[O-])O